2-(7-acryloyl-5-(4-amino-5-methoxy-6-(trifluoromethyl)nicotinoyl)-3,4,5,5a,6,7,8,9-octahydro-2H-1,2,5,7-tetraazabenzo[cd]azulen-2-yl)-5-cyclopropylphenyl acetate C(C)(=O)OC1=C(C=CC(=C1)C1CC1)N1N=C2CCN(CC3C2=C1CCN3C(C3=CN=C(C(=C3N)OC)C(F)(F)F)=O)C(C=C)=O